BrC=1C=C(C=CC1)/C=C/C(=O)OC1=C(C=C(C=C1)/C=N/C1=CC=C(C=C1)O)OC (E)-4-((E)-(4-hydroxyphenylimino)methyl)-2-methoxyphenyl 3-(3-bromophenyl)acrylate